FC=1C=C(C(NC1)=O)C=1N=C(C=2OCCNC2N1)NCCC1=CNC2=CC(=CC=C12)F 5-fluoro-3-(4-((2-(6-fluoro-1H-indol-3-yl)ethyl)amino)-7,8-dihydro-6H-pyrimido[5,4-b][1,4]oxazin-2-yl)pyridin-2(1H)-one